NC1=NC(=NC=C1Cl)C=1C=C2C=CN(C(C2=C(C1F)F)=O)CCC[C@H](C)NC=1C=NNC(C1C(F)(F)F)=O (S)-6-(4-amino-5-chloropyrimidin-2-yl)-7,8-difluoro-2-(4-((6-oxo-5-(trifluoromethyl)-1,6-dihydropyridazin-4-yl)amino)pentyl)isoquinolin-1(2H)-one